FC1=C2N(C(=C1F)C(=C1C(=C(C(=N1)C(=C1C(=C(C(N1F)=C(C=1C(=C(C(N1)=C2C2=C(C(=C(C(=C2F)F)F)F)F)F)F)C2=C(C(=C(C(=C2F)F)F)F)F)F)F)C2=C(C(=C(C(=C2F)F)F)F)F)F)F)C2=C(C(=C(C(=C2F)F)F)F)F)F perfluoro-5,10,15,20-tetraphenyl-21H,23H-porphyrin